(5-hydroxy-1-methyl-1H-pyrazol-4-yl)(3,3,4-trimethyl-1,1-dioxido-2,3-dihydro-1-benzothien-5-yl)methanone OC1=C(C=NN1C)C(=O)C=1C=CC2=C(C(CS2(=O)=O)(C)C)C1C